NC1=NC(=C(C(=N1)N)OCCCOC1=C(C=CC=C1)CCCC(=O)NO)CC 4-(2-(3-[(2,4-Diamino-6-ethylpyrimidin-5-yl)oxy]propoxy)phenyl)-N-hydroxybutanamide